O[C@@H]1CC2=CC([C@H]3[C@@H]4CC[C@H]([C@@H](CCCC(C)(C)O)C)[C@]4(CC[C@@H]3[C@]2(CC1)C)C)=O 3β,25-Dihydroxycholest-6(5)-en-7-one